N1(CCCCCC1)C=1N=C(C2=C(C=NNC2=O)N1)NC=1C=NC(=CC1)N1CC(CCC1)O 2-(azepan-1-yl)-4-((6-(3-hydroxypiperidin-1-yl)pyridin-3-yl)amino)pyrimido[4,5-d]pyridazin-5(6H)-one